(S)-(2-(2-hydroxypropan-2-yl)-4-methyloxazol-5-yl)(4-(4-methylpyrazolo[1,5-a]pyridin-2-yl)-6,7-dihydro-1H-imidazo[4,5-c]pyridin-5(4H)-yl)methanone OC(C)(C)C=1OC(=C(N1)C)C(=O)N1[C@@H](C2=C(CC1)NC=N2)C2=NN1C(C(=CC=C1)C)=C2